CN1C(=NOC1(C)C)C1[C@H]2CNC[C@@H]12 (1R,5S,6r)-6-(4,5,5-trimethyl-4,5-dihydro-1,2,4-oxadiazol-3-yl)-3-azabicyclo[3.1.0]hexane